C(CCC)C=1C(=C(C=CC1)C1=C(C=CC=C1)O)O butyl-2,2'-dihydroxybiphenyl